C1(CCCCC1)NC1=C(C=C(C=C1)S(=O)(=O)NCCN1CCOCC1)[N+](=O)[O-] 4-(cyclohexylamino)-N-(2-morpholinoethyl)-3-nitrobenzenesulfonamide